COC(=O)C1=CC2=CN(N=C2C=C1OC)C1CCC2(COC(N2C)=O)CC1 6-Methoxy-2-((5s,8s)-1-methyl-2-oxo-3-oxa-1-azaspiro[4.5]decan-8-yl)-2H-indazole-5-carboxylic acid methyl ester